(S)-(2,7-dimethyl-3-(3,4,5-trifluorophenyl)-2,4,5,7-tetrahydro-6H-pyrazolo[3,4-c]pyridin-6-yl)(2-methylquinolin-4-yl)methanone CN1N=C2[C@@H](N(CCC2=C1C1=CC(=C(C(=C1)F)F)F)C(=O)C1=CC(=NC2=CC=CC=C12)C)C